di-xylylethane C1(=C(C(=CC=C1)C)C)C(C)C1=C(C(=CC=C1)C)C